1-(1-(hydroxymethyl)cyclopropyl)-N,N-bis(4-methoxybenzyl)-1H-pyrazole-4-sulfonamide OCC1(CC1)N1N=CC(=C1)S(=O)(=O)N(CC1=CC=C(C=C1)OC)CC1=CC=C(C=C1)OC